C1(=CC=CC=C1)C([C@@H](N)C(=O)O)C1=CC=CC=C1 β,β-diphenyl-D-alanine